C(=O)(OC(C)(C)C)NCCO 2-(Boc-amino)ethanol